N[C@H](C(=O)N1[C@@H](C[C@H](C1)O)C(=O)NCC1=C(C=C(C=C1)C#C)F)C(C)(C)C (2S,4R)-1-[(2S)-2-amino-3,3-dimethyl-butanoyl]-N-[(4-ethynyl-2-fluoro-phenyl)methyl]-4-hydroxy-pyrrolidine-2-carboxamide